FC(F)C=1OC(=NN1)C1=CC=C(C=C1)CN1N=NC(=C1)C1=C2CNCC2=CC=C1 (difluoromethyl)-5-(4-((4-(isoindolin-4-yl)-1H-1,2,3-triazol-1-yl)methyl)phenyl)-1,3,4-oxadiazole